C[C@@H]1N(CCC1)CCCO (S)-3-(2-methylpyrrolidin-1-yl)propan-1-ol